C(C)(C)(C)OC(=O)N1CC2=CC(=CC(=C2C1)C1=CC=C(C=C1)C#N)NC(=O)C1CCOCC1 4-(4-cyanophenyl)-6-(tetrahydro-2H-pyran-4-carboxamido)isoindoline-2-carboxylic acid tert-butyl ester